3-(tert-butoxycarbonylamino)-3-[4-(4-methylthiazol-5-yl)phenyl]propionic acid C(C)(C)(C)OC(=O)NC(CC(=O)O)C1=CC=C(C=C1)C1=C(N=CS1)C